2-ethylhexanoic acid 2-(2-ethyl-hexanoyloxy)-cyclohexyl ester C(C)C(C(=O)OC1C(CCCC1)OC(C(CCCC)CC)=O)CCCC